N-((2S,3S)-4,4-difluoro-3-hydroxy-1-(hydroxyamino)-3-methyl-1-oxobutan-2-yl)-4-((2-(methylsulfonamidomethyl)-cyclopropyl)buta-1,3-diyn-1-yl)benzamide FC([C@@]([C@@H](C(=O)NO)NC(C1=CC=C(C=C1)C#CC#CC1C(C1)CNS(=O)(=O)C)=O)(C)O)F